C(CCCC)(=O)SCC1=CC=C(C(=O)NCC)C=C1 2-(4-((valerylthio)methyl)benzoylamino)ethane